propanamide tris(trifluoroacetate) FC(C(=O)O)(F)F.FC(C(=O)O)(F)F.FC(C(=O)O)(F)F.C(CC)(=O)N